ClC1=NC=C(C(=O)NC([2H])([2H])[2H])C(=C1)NC1=C(C=2N(C=N1)N=CC2C(C(F)(F)F)C)OC 6-Chloro-4-((4-methoxy-3-(1,1,1-trifluoropropan-2-yl)pyrazolo[1,5-c]pyrimidin-5-yl)amino)-N-(methyl-d3)nicotinamide